FC1(C[C@@]12N(C(OC2)=O)C=2N=C1N(CCOC3=C1C=CC(=C3)N[C@H](C(=O)N)C)C2)F (S)-2-((2-((S)-1,1-difluoro-5-oxo-6-oxa-4-azaspiro[2.4]heptan-4-yl)-5,6-dihydrobenzo[f]imidazo[1,2-d][1,4]oxazepin-9-yl)amino)propanamide